C1(CC1)C=1C=CC=2N(C1)C=C(N2)CN2N=NC(=C2)C(=O)NCC2=C(C(=CC=C2NN)OC)F 1-((6-cyclopropylimidazo[1,2-a]pyridin-2-yl)methyl)-N-(2-fluoro-6-hydrazinyl-3-methoxybenzyl)-1H-1,2,3-triazole-4-carboxamide